(2S)-2-([(4-ACETYLPHENYL)CARBAMOYL]AMINO)-3-HYDROXYPROPANOIC ACID C(C)(=O)C1=CC=C(C=C1)NC(=O)N[C@H](C(=O)O)CO